C(C1=CC=CC=C1)(=O)OCC1=C2N=CN(C2=NC=N1)[C@H]1[C@H](O[Si](C)(C)C(C)(C)C)[C@H](O[Si](C)(C)C(C)(C)C)[C@H](O1)CO[Si](C)(C)C(C)(C)C 6-[(Benzoyloxy)methyl]-9-{2,3,5-tris-O-[tert-butyl(dimethyl)silyl]-β-D-ribofuranosyl}-9H-purine